C(C(=C)C)(=O)O.CC1=C(C=C(C=C1)F)O methyl-2-hydroxy(4-fluorobenzene) methacrylate